(S)-tert-butyl 2-(2-pivaloyl-7-(3-methyl-1H-pyrrolo[2,3-b]pyridine-5-yl)-1,2,3,4-tetrahydroisoquinolin-5-yl)pyrrolidine-1-carboxylate C(C(C)(C)C)(=O)N1CC2=CC(=CC(=C2CC1)[C@H]1N(CCC1)C(=O)OC(C)(C)C)C=1C=C2C(=NC1)NC=C2C